(S)-2-(5-(N-(2-(2-(2-aminoethoxy)ethoxy)ethyl)-1-(isoquinolin-4-yl)piperidine-3-carboxamido)-2-oxopyridin-1(2H)-yl)acetate NCCOCCOCCN(C(=O)[C@@H]1CN(CCC1)C1=CN=CC2=CC=CC=C12)C=1C=CC(N(C1)CC(=O)[O-])=O